2-(2-(6,6-difluoro-2-azaspiro[3.3]heptan-2-yl)-4-phenylpyridin-3-yl)-3,4,6,7-tetrahydropyrano[3,4-d]imidazole FC1(CC2(CN(C2)C2=NC=CC(=C2C2=NC3=C(N2)COCC3)C3=CC=CC=C3)C1)F